docosyn-10-ol C#CCCCCCCCC(CCCCCCCCCCCC)O